NC(CCC[C@@H]1NC[C@@H](NC[C@@H](NC[C@@H](NC1)CCC(=O)N)CCC(=O)N)CCC(=O)N)=O 3,3',3''-((2S,5S,8S,11S)-11-(4-amino-4-oxobutyl)-1,4,7,10-tetraazacyclododecane-2,5,8-triyl)tripropanamide